[4-(5-chlorooxazolo[4,5-b]pyridin-2-yl)piperazin-1-yl]-[3-[2-(2,6-dichlorophenyl)ethynyl]azetidin-1-yl]methanone ClC1=CC=C2C(=N1)N=C(O2)N2CCN(CC2)C(=O)N2CC(C2)C#CC2=C(C=CC=C2Cl)Cl